[K+].CC(C(CS(=O)(=O)[O-])=O)(C)C 3,3-dimethyl-2-oxo-butyl-sulfonate potassium salt